5-(2,1,3-benzoxadiazol-5-yl)-1,3-thiazol N=1ON=C2C1C=CC(=C2)C2=CN=CS2